7-(3,5-difluoropyridin-2-yl)-7-methoxy-4-oxospiro[2.5]oct-5-ene-5-carbonitrile FC=1C(=NC=C(C1)F)C1(C=C(C(C2(CC2)C1)=O)C#N)OC